FC(C1=NC(=NC(=N1)C(F)(F)F)N1C(C=2NC3=CC=C(C=C3C2CC1)Cl)C=C1CCCCC1)(F)F 2-[4,6-bis(trifluoromethyl)-1,3,5-triazin-2-yl]-6-chloro-1-(cyclohexylidenemethyl)-2,3,4,9-tetrahydro-1H-pyrido[3,4-b]indole